[4-[[(3,4-dimethylpyrimidino[4',5':4,5]thieno[2,3-c]pyridazin-8-yl)amino]methyl]phenyl]propan-2-ol CC1=C(C2=C(N=N1)SC1=C2N=CN=C1NCC1=CC=C(C=C1)CC(C)O)C